Cl.Cl.FC(C1=CC2=C(C=N1)C(CN2C(CN2[C@H](CN[C@@H](C2)C)C(=O)N(C)C)=O)(C)C)(C2=CC=CC=C2)F (2R,5R)-1-(2-{6-[Difluoro(phenyl)methyl]-3,3-dimethyl-1H,2H,3H-pyrrolo[3,2-c]pyridin-1-yl}-2-oxoethyl)-N,N,5-trimethylpiperazine-2-carboxamide dihydrochloride